IC1=CC=C(N=N1)NC(CC1=NN2C(C=CC=C2)=C1)=O N-(6-iodopyridazin-3-yl)-2-(pyrazolo[1,5-a]pyridin-2-yl)acetamide